FC(C1NCCNC1)(F)F 2-(Trifluoromethyl)piperazine